CC1=C(OC2=C(O1)C=CC=C2)N(CC2=CC=CC=C2)CC2=CC=CC=C2 Methyl-3-(dibenzylamino)benzo[5,6][1,4]dioxin